NC1=CC(=C(C=C1)OC(=O)N1CCC(CC1)C1CCNCC1)F (4-amino-2-fluorophenyl)-[4,4'-bipiperidine]-1-carboxylate